ClC1=CC=C2C=NCN(C2=C1OC1CCC(CC1)(C)O)C1=CC(=CC=C1)CS(=O)(=O)C 7-Chloro-8-((4-hydroxy-4-methylcyclohexyl)oxy)-N-(3-((methylsulfonyl)methyl)phenyl)quinazoline